N,N,N'-trimethyl-isopropyl-propylenediamine CN(CC(C)N(C)C(C)C)C